(2-(2,4-dimethoxybenzylidene)hydrazino)propionitrile COC1=C(C=NNC(C#N)C)C=CC(=C1)OC